FC(N1N=C(C=C1)C1=NC(=NC=C1C(F)(F)F)N[C@@H]1CC[C@H](CC1)N(C(=O)NCCOC)C1=NC=C(N=C1)C=1C=NC(=NC1)OC)F 1-(trans-4-((4-(1-(difluoro-methyl)-1H-pyrazol-3-yl)-5-(trifluoromethyl)pyrimidin-2-yl)amino)cyclohexyl)-3-(2-methoxyethyl)-1-(5-(2-methoxypyrimidin-5-yl)pyrazin-2-yl)urea